NC1(CCN(CC1)C1=CC=C(C=N1)C=1C=2N(C=C(C1)Br)N=CC2)C 4-(6-(4-Amino-4-methylpiperidin-1-yl)pyridin-3-yl)-6-bromopyrazolo[1,5-a]pyridine